2,2-dimethyl-N-((2,4,5,6-tetrahydro-1H-cyclobuta[f]inden-3-yl)carbamoyl)-N'-trityl-2,3-dihydropyrazolo[5,1-b]oxazole-7-sulfonimidamide CC1(CN2C(O1)=C(C=N2)S(=O)(NC(NC2=C1C(=CC=3CCCC23)CC1)=O)=NC(C1=CC=CC=C1)(C1=CC=CC=C1)C1=CC=CC=C1)C